2-methyl-4-(trifluoromethyl)benzofuran-7-amine CC=1OC2=C(C1)C(=CC=C2N)C(F)(F)F